ClC1=C(C(=O)NC2=CC=C(C=C2)C=2OC3=C(N2)C=C(C(=C3)C)C)C=C(C=C1)[N+](=O)[O-] 2-chloro-N-[4-(5,6-dimethyl-1,3-benzoxazol-2-yl)phenyl]-5-nitrobenzamide